N[C@@H](C(=O)O)CNC(=O)C1=CC2=NC=CC(=C2S1)OC (R)-2-amino-3-(7-methoxythieno[3,2-b]pyridine-2-carboxamido)propanoic acid